CC(C(=O)OCC(OC(C(CC)C)=O)COC(C(CC)C)=O)CC glycerol tris(2-methylbutyrate)